ClC1=C(C=CC(=C1)Cl)C=1C(OC2(C1O)CCCCC2)=O 3-(2,4-dichlorophenyl)-4-hydroxy-1-oxaspiro[4.5]dec-3-en-2-one